NC(C(C(=O)O)(C(F)F)N)CC diamino-α-(difluoromethyl)valeric acid